tert-butyl 4-(2-chloro-5-methoxynicotinyl)-4-methylpiperidine-1-carboxylate ClC1=C(CC2(CCN(CC2)C(=O)OC(C)(C)C)C)C=C(C=N1)OC